C(C)(=O)N1CC(N(CC1)CC(=O)N1C(CC(C1)F)C(=O)NC(C1=CC=C(C=C1)C(C)C)C1=CC=CC=C1)=O 1-[2-(4-acetyl-2-oxopiperazin-1-yl)acetyl]-4-fluoro-N-{phenyl[4-(propan-2-yl)phenyl]methyl}pyrrolidine-2-carboxamide